2-ethoxy-8-(4-fluorophenyl)-6-(2-(hydroxymethyl)-1-methyl-1H-benzo[d]imidazol-6-yl)pteridin-7(8H)-one C(C)OC1=NC=2N(C(C(=NC2C=N1)C=1C=CC2=C(N(C(=N2)CO)C)C1)=O)C1=CC=C(C=C1)F